6-Bromo-4-[7-fluoro-2-(oxan-2-yl)indazol-4-yl]-3-pyridin-1-ium-1-yl-1H-benzo[h]quinolin-2-one BrC=1C=C2C(=C(C(NC2=C2C1C=CC=C2)=O)[N+]2=CC=CC=C2)C=2C1=CN(N=C1C(=CC2)F)C2OCCCC2